ClC1=C(C(=CC=C1)F)[C@](C(=O)O)(C)F (αs)-2-chloro-α,6-difluoro-phenylpropionic acid